methyl 4-hydroxy-gamma-(4-hydroxyphenyl)-gamma-methyl-phenylbutyrate OC1=CC=C(C=C1)C(C(=O)OC)CC(C)C1=CC=C(C=C1)O